(2S,6R)-4-((S)-1-(4-bromopyridin-2-yl)ethyl)-1,2,6-trimethylpiperazine BrC1=CC(=NC=C1)[C@H](C)N1C[C@@H](N([C@@H](C1)C)C)C